NCC(CN1N=CN(C1=O)C1=C(C=C(C=N1)C#CC=1C=C2CCC(NC2=CC1)=O)C)=C(F)F 6-[2-[6-[1-[2-(aminomethyl)-3,3-difluoro-allyl]-5-oxo-1,2,4-triazol-4-yl]-5-methyl-3-pyridyl]ethynyl]-3,4-dihydro-1H-quinolin-2-one